(2R,5S)-4-(5-(2-fluorophenyl)-7H-pyrrolo[2,3-d]pyrimidin-4-yl)-2,5-dimethylpiperazine-1-carboxylic acid tert-butyl ester C(C)(C)(C)OC(=O)N1[C@@H](CN([C@H](C1)C)C=1C2=C(N=CN1)NC=C2C2=C(C=CC=C2)F)C